CC1=C(C(=O)P(C2=CC=C(C=C2)C)(C2=CC=C(C=C2)C)=O)C(=CC(=C1)C)C (2,4,6-trimethyl-benzoyl)bis(p-tolyl)phosphine oxide